3-(2-ethyl-6-methoxypyridin-3-yl)-1-(4-fluoro-2-methylphenyl)-7-(trifluoromethyl)-2,3-dihydroquinazolin-4(1H)-one C(C)C1=NC(=CC=C1N1CN(C2=CC(=CC=C2C1=O)C(F)(F)F)C1=C(C=C(C=C1)F)C)OC